FC=1C=C(CC=2C=C3C(=NNC3=CC2)\C=C\C2=C(C=CC=C2)C(F)(F)F)C=C(C1)F (E)-5-(3,5-difluorobenzyl)-3-(2-(trifluoromethyl)styryl)-1H-indazole